CSC=1N=C(C=2N=CN([C@]3([C@H](O)[C@H](O)[C@@H](CO)O3)C(N)=O)C2N1)N(C([C@@H](N)C(C)C)=O)O 2-methylsulfanyl-N6-hydroxy-N-valyl-carbamoyl-adenosine